3-naphthyridine-carboxylate N1=CC(=CC2=CC=CN=C12)C(=O)[O-]